1-(2-chloroethyl)-1H-indole ClCCN1C=CC2=CC=CC=C12